[2H]C(C1=CC2=C(S1)C1(CC(N(CC1)CC=1C=NN(C1)CCS(=O)(=O)C)C)OCC2)OCC 2-[deuterio(ethoxy)methyl]-2'-methyl-1'-[[1-(2-methylsulfonylethyl)pyrazol-4-yl]methyl]spiro[4,5-dihydrothieno[2,3-c]pyran-7,4'-piperidine]